OC1=CC=C(C=C1)C(C(F)(F)F)(C(F)(F)F)C1=CC=C(C=C1)O bis(4-hydroxyphenyl)-1,1,1,3,3,3-hexafluoropropane